C(C(=O)O)(=O)O.S1N=C(C2=C1C=CC=C2)N2CCN(CC2)CCCCN2C(CC1CC3C(N1C2=O)C3)=O 3-[4-(4-Benzo[d]isothiazol-3-yl-piperazin-1-yl)-butyl]-hexahydro-1b,3-diaza-cyclopropa[a]indene-2,4-dione oxalate